2-(triethylsilyl)phenol C(C)[Si](C1=C(C=CC=C1)O)(CC)CC